C(C)(C)(C)OC(C=C1CCC(C=2C=CC=NC12)(C(=O)OC)F)=O methyl 8-(2-(tert-butoxy)-2-oxoethylidene)-5-fluoro-5,6,7,8-tetrahydroquinoline-5-carboxylate